C(#N)C1=NC=C(C(=C1)C1=CC=2N(C=C1)N=C(C2)NC(=O)C2CC2)NC2CCCC2 N-[5-[2-cyano-5-(cyclopentylamino)-4-pyridyl]pyrazolo[1,5-a]pyridin-2-yl]cyclopropanecarboxamide